tert-butyl 4-(4-(methoxycarbonyl) phenyl)-1H-pyrazole-1-carboxylate COC(=O)C1=CC=C(C=C1)C=1C=NN(C1)C(=O)OC(C)(C)C